6-fluoro-10-methyl-1-(6-methyl-4-(trifluoromethyl)pyridin-2-yl)1,3a,4,5,10,11a-hexahydro-2H-benzo[b]pyrrolo[2,3-f][1,4]diazocine-2,11(3H)-dione FC1=CC=CC2=C1NCC1C(C(N2C)=O)N(C(C1)=O)C1=NC(=CC(=C1)C(F)(F)F)C